CC(C)N(C(=O)CCC(=O)O)C(C)C 3-[bis(propan-2-yl)carbamoyl]propanoic acid